N-(8-(ethylamino)-5-(6-(7-methyl-9-oxa-3,7-diazabicyclo[3.3.1]nonan-3-yl)-[1,2,4]triazolo[1,5-a]pyridin-2-yl)-2,7-naphthyridin-3-yl)cyclopropanecarboxamide C(C)NC=1N=CC(=C2C=C(N=CC12)NC(=O)C1CC1)C1=NN2C(C=CC(=C2)N2CC3CN(CC(C2)O3)C)=N1